CC=1C=C(C=CC1C)N1N=C(/C(/C1=O)=N/NC=1C(=C(C=CC1)C1=CC(=CC=C1)C(=O)O)O)C 3'-{(2Z)-2-[1-(3,4-dimethylphenyl)-3-methyl-5-oxo-1,5-dihydro-4H-pyrazol-4-ylidene]hydrazino}-2'-hydroxy-3-biphenyl-carboxylic acid